C(C)(C)(C)OC(=O)N1[C@@H](CCCC1)C1(NC=CN1)C1=CC=C(C(=C1)C(=O)OCC)C1=CC=C(C=C1)C(NC1=NC=CC(=C1)C#N)=O (S)-2-(4-(4-((4-cyanopyridin-2-yl)carbamoyl)phenyl)-5-(ethoxycarbonyl)Phenyl)-1H-imidazol-2-yl-piperidine-1-carboxylic acid tert-butyl ester